ClC1=C(C=CC=C1Cl)C(CC(=O)O)NC1=CC=C2C=CN=C(C2=C1)OC 3-(2,3-dichlorophenyl)-3-((1-methoxyisoquinolin-7-yl)amino)propanoic acid